(R)-5-(2-(2,5-difluorophenyl)pyrrolidin-1-yl)-N-(pyridin-2-yl)pyrazolo[1,5-a]pyrimidine-3-carboxamide FC1=C(C=C(C=C1)F)[C@@H]1N(CCC1)C1=NC=2N(C=C1)N=CC2C(=O)NC2=NC=CC=C2